N1=CC(=CC=C1)C#CC1=C(C(=O)N)C=CC=C1 (pyridin-3-ylethynyl)benzamide